5,7-dihydroxy-2-(4-hydroxyphenyl)-8-((4-phenylpiperidin-1-yl)methyl)-4H-benzopyran-4-one OC1=CC(=C(C2=C1C(C=C(O2)C2=CC=C(C=C2)O)=O)CN2CCC(CC2)C2=CC=CC=C2)O